(2-chloro-5-methylpyrimidin-4-yl)picolinic acid methyl ester COC(C1=NC=CC=C1C1=NC(=NC=C1C)Cl)=O